oxo-2,3-dihydro-1H-imidazo[1,2-a]pyrrolo[3,4-e]pyridine-7-carboxylic acid O=C1NCC=2C=CC=3N(C21)C=C(N3)C(=O)O